1-((9H-fluoren-9-yl)methyl) 2-benzyl (R)-1-(2-((tert-butoxycarbonyl)amino)-4-hydroxybutyl)-2-methylhydrazine-1,2-dicarboxylate C(C)(C)(C)OC(=O)N[C@@H](CN(N(C(=O)OCC1=CC=CC=C1)C)C(=O)OCC1C2=CC=CC=C2C=2C=CC=CC12)CCO